ethyl 3-chloro-5-(6-chloro-5-cyano-2-methylsulfanyl-pyrimidin-4-yl)-7,7-difluoro-6,8-dihydro-4H-pyrazolo[1,5-a][1,4]diazepine-2-carboxylate ClC=1C(=NN2C1CN(CC(C2)(F)F)C2=NC(=NC(=C2C#N)Cl)SC)C(=O)OCC